4-(bis(4H-benzo[d][1,3]dioxin-6-yl)methylene)piperidine O1COCC2=C1C=CC(=C2)C(=C2CCNCC2)C2=CC1=C(OCOC1)C=C2